ClC=1C=NC(=NC1)C=1C(=C(C=CC1)NC1=CC(=NC=C1C(=O)NOCC)NC1=NC=CC=N1)OC 4-((3-(5-chloropyrimidin-2-yl)-2-methoxyphenyl)amino)-N-ethoxy-6-(pyrimidin-2-yl-amino)nicotinamide